NC1=C(C2=C(S1)C(=CC=C2C2=C(C=C1C(=NC(=NC1=C2F)OC[C@]21CCCN1C[C@@H](C2)F)N2CC(CC2)C(=O)O)Cl)F)C#N 1-(7-(2-amino-3-cyano-7-fluorobenzo[b]thiophen-4-yl)-6-chloro-8-fluoro-2-(((2R,7aS)-2-fluorotetrahydro-1H-pyrrolizin-7a(5H)-yl)methoxy)quinazolin-4-yl)pyrrolidine-3-carboxylic acid